C(#N)C1(CCN(CC1)C1=C(C=NC2=CC=C(C=C12)F)C(=O)N1CCN(CC1)C(=O)NC(C)C)C 4-(4-(4-cyano-4-methylpiperidin-1-yl)-6-fluoroquinoline-3-carbonyl)-N-isopropylpiperazine-1-carboxamide